phenyl perfluorobutyrate FC(C(=O)OC1=CC=CC=C1)(C(C(F)(F)F)(F)F)F